3-Butoxyyttrium CCC(C)O[Y]